ethyl 4-(1,1-dimethylethyl)-α-methylenebenzeneacetate CC(C)(C)C1=CC=C(C=C1)C(C(=O)OCC)=C